tert-butyl 6-bromo-1-(difluoromethyl)-3,4-dihydro-1H-isoquinoline-2-carboxylate BrC=1C=C2CCN(C(C2=CC1)C(F)F)C(=O)OC(C)(C)C